ethyl bromoethyl ketone BrCCC(=O)CC